3-(1-(5-fluoro-2-(methoxymethoxy)phenyl)but-3-yn-1-yl)-1-methylpyridin-2(1H)-one FC=1C=CC(=C(C1)C(CC#C)C=1C(N(C=CC1)C)=O)OCOC